tert-Butyl 4-[4-[3-cyano-5-(1-isothiazol-3-ylethoxy)imidazo[1,2-a]pyridin-7-yl]-5-methyl-triazol-1-yl]piperidine-1-carboxylate C(#N)C1=CN=C2N1C(=CC(=C2)C=2N=NN(C2C)C2CCN(CC2)C(=O)OC(C)(C)C)OC(C)C2=NSC=C2